CS(=O)C(C(=O)N1C(CCCC1)C=1NC(=CN1)C1=CC=C(C=C1)C)C 2-(methylsulfinyl)-1-(2-(5-(p-tolyl)-1H-imidazol-2-yl)piperidin-1-yl)propan-1-one